pyrrolidine-1-methanone N1(CCCC1)C=O